4-(7-((R)-3-aminopiperidine-1-yl)-3-(2-fluoro-4-(3-methoxypyrrolidine-1-yl)phenyl)-3H-imidazo[4,5-b]pyridine-2-yl)-2-fluorobenzonitrile N[C@H]1CN(CCC1)C1=C2C(=NC=C1)N(C(=N2)C2=CC(=C(C#N)C=C2)F)C2=C(C=C(C=C2)N2CC(CC2)OC)F